exo-5-fluoro-N-[1-(thiophen-2-yl)ethyl]-1a,6b-dihydro-1H-cyclopropa[b][1]benzofuran-1-carboxamide FC=1C=CC2=C(C3C(O2)C3C(=O)NC(C)C=3SC=CC3)C1